COC1=CC=C2C=C(C=NC2=C1)C1=CC=NC=C1 7-Methoxy-3-pyridin-4-yl-quinoline